3-[[5-[2-(2-aminoethoxy)phenyl]-2,4-difluoro-phenyl]methylsulfonyl]-5-chloro-4-methoxybenzoic acid hydrochloride Cl.NCCOC1=C(C=CC=C1)C=1C(=CC(=C(C1)CS(=O)(=O)C=1C=C(C(=O)O)C=C(C1OC)Cl)F)F